FC1=CC(=C(C(=O)OC)C=C1N(C1COCC1)CC(=C)C)[N+](=O)[O-] Methyl 4-fluoro-5-((2-methylallyl)(tetrahydrofuran-3-yl)amino)-2-nitrobenzoate